5'-(Piperidin-4-yl)spiro[cyclobutan-1,3'-indol]-2'(1'H)-one N1CCC(CC1)C=1C=C2C3(C(NC2=CC1)=O)CCC3